(4-methoxybenzyl)-3-nitroquinoline-2,4-diamine COC1=CC=C(CC2=C3C(=C(C(=NC3=CC=C2)N)[N+](=O)[O-])N)C=C1